C1OCC12OCC(C2)CO (2,5-dioxaspiro(3.4)octan-7-yl)methanol